C(C)(C)N1N=NC2=C1C=CC(=C2)C=2OC=1C=NC=CC1N2 2-(1-isopropyl-1H-benzo[d][1,2,3]triazol-5-yl)oxazolo[5,4-c]pyridine